6-{2-[(1,2-Dimethylpiperidin-4-yl)(methyl)amino][1,3]thiazolo[4,5-c]pyridin-6-yl}-2-methylimidazo[1,2-a]pyridin-8-carbonitril CN1C(CC(CC1)N(C=1SC2=C(C=NC(=C2)C=2C=C(C=3N(C2)C=C(N3)C)C#N)N1)C)C